Methyl 4-chloro-5-(2,2,2-trifluoroethyl)-5H-pyrimido[5,4-b]indole-8-carboxylate ClC1=NC=NC2=C1N(C=1C=CC(=CC21)C(=O)OC)CC(F)(F)F